C(C1=CC=CC=C1)[C@@]1([C@H](CCC[C@@H]1C(NC1=C(C=C(C=C1)C(F)(F)F)F)=O)C1=CC=C(C=C1)Br)C(=O)OCC1=CC=C(C=C1)CN=[N+]=[N-] [4-(azidomethyl)phenyl]methanol benzyl-(1S,2R,6S)-2-(4-bromophenyl)-6-((2-fluoro-4-(trifluoromethyl)phenyl)carbamoyl)cyclohexane-1-carboxylate